C1=CC=C(C(=C1)C(=O)NC2=CC=CC(=C2)C(F)(F)F)N 2-amino-N-[3-(trifluoromethyl)phenyl]benzamide